4-(benzyloxymethyl)-N-(4-bromo-2-iodo-5-methoxy-phenyl)cyclohexanecarbothioamide C(C1=CC=CC=C1)OCC1CCC(CC1)C(NC1=C(C=C(C(=C1)OC)Br)I)=S